4-((R)-3-((methyl((S)-5,6,7,8-tetrahydroquinolin-8-yl)amino)methyl)-1,2,3,4-tetrahydroisoquinolin-5-yl)morpholin-3-one CN([C@H]1CCCC=2C=CC=NC12)C[C@@H]1NCC2=CC=CC(=C2C1)N1C(COCC1)=O